C(C=C)OC1CCN(CC1)C(=O)Cl 4-(allyloxy)piperidine-1-carbonyl chloride